(E)-10-((2-(2,6-dioxopiperidin-3-yl)-1,3-dioxoisoindolin-5-yl)oxy)-N-(4-(2-((4-(2-(3-methylbenzylidene)hydrazino)-6-morpholinopyrimidin-2-yl)oxy)ethyl)phenyl)decanamide O=C1NC(CCC1N1C(C2=CC=C(C=C2C1=O)OCCCCCCCCCC(=O)NC1=CC=C(C=C1)CCOC1=NC(=CC(=N1)N/N=C/C1=CC(=CC=C1)C)N1CCOCC1)=O)=O